1-METHYL-1H-INDAZOLE-5-BORONIC ACID CN1N=CC2=CC(=CC=C12)B(O)O